(trans-4-propylcyclohexyl) 2,2'-((((((R)-1-(6-amino-9H-purin-9-yl)propan-2-yl)oxy)methyl)phosphoryl)bis(azanediyl))bis(2-methylpropanoate) NC1=C2N=CN(C2=NC=N1)C[C@@H](C)OCP(=O)(NC(C(=O)O[C@@H]1CC[C@H](CC1)CCC)(C)C)NC(C(=O)[O-])(C)C